ClC=1N=C2C(=C(C=NC2=CC1)NC(=O)NC1=CC(=NC=C1C)C(F)(F)F)C(C)C N-(6-chloro-4-(propan-2-yl)-1,5-naphthyridin-3-yl)-N'-(5-methyl-2-(trifluoromethyl)pyridin-4-yl)urea